(S)-N-((R)-5-(3,5-difluorophenyl)-6,7-dihydro-5H-pyrrolo[1,2-a]imidazol-2-yl)-2-(4,4-difluoropiperidin-1-yl)propanamide FC=1C=C(C=C(C1)F)[C@H]1CCC=2N1C=C(N2)NC([C@H](C)N2CCC(CC2)(F)F)=O